C(C)OC(=O)C=1N=C(N(C1)CC)SCC(=O)NC1=CC(=C(C=C1)OC)OC ethyl-2-((2-((3,4-dimethoxyphenyl)amino)-2-oxoethyl)thio)-1H-imidazole-4-carboxylic acid ethyl ester